ClC1=C(C=NC=2OCCNC21)N2CC=1C=C(N=CC1CC2)NC2=CC(=C(C=C2)NC(CN2CCOCC2)=O)C N-{4-[(6-{8-chloro-1H,2H,3H-pyrido[2,3-b][1,4]oxazin-7-yl}-5,6,7,8-tetrahydro-2,6-naphthyridin-3-yl)amino]-2-methylphenyl}-2-(morpholin-4-yl)acetamide